C1(=CC=CC=C1)[C@@H]1[C@H](C1)NC(=O)[C@@H]1CN(C[C@H]1C(N[C@@H]1[C@H](C1)C1=CC=CC=C1)=O)C(=O)C1=CC=C(C(=O)NC[C@@H](C(=O)NCCCCCC)NC(OCCCCCC)=O)C=C1 hexyl ((S)-3-(4-((3S,4S)-3,4-bis(((1S,2R)-2-phenylcyclopropyl)carbamoyl)pyrrolidine-1-carbonyl)benzamido)-1-(hexylamino)-1-oxopropan-2-yl)carbamate